tridecyl-4-hydroxy-3,5-di-tert-butylbenzylmercaptoacetate C(CCCCCCCCCCCC)OC(CSCC1=CC(=C(C(=C1)C(C)(C)C)O)C(C)(C)C)=O